((2-(6-(1-hydroxy-2-methylpropan-2-yl)pyridin-2-yl)ethyl)amino)-2,3-dimethylpyrazole OCC(C)(C)C1=CC=CC(=N1)CCNC1=C(N(N=C1)C)C